BrC1=CC=C(CNC=2C(=CC(=C(C2)OC)OC)N)C=C1 N1-(4-bromobenzyl)-4,5-dimethoxybenzene-1,2-diamine